ClC1=CC(=C(C=N1)C(C#CC)=O)NC1=C(C(=CC=C1)C1=NN(C=N1)C)OC 1-(6-Chloro-4-((2-methoxy-3-(1-methyl-1H-1,2,4-triazol-3-yl)phenyl)amino)pyridin-3-yl)but-2-yn-1-one